OC12C(=O)N(C(C1C=C(C=C2)O)=O)CC=C 1,4-dihydroxyl-N-allylphthalimide